(2S,4R)-4-fluoro-N-[(S)-[3-fluoro-4-(propan-2-yl)phenyl](phenyl)methyl]-1-[2-methyl-2-(1,3,4-oxadiazol-2-yl)propanoyl]pyrrolidine-2-carboxamide F[C@@H]1C[C@H](N(C1)C(C(C)(C=1OC=NN1)C)=O)C(=O)N[C@@H](C1=CC=CC=C1)C1=CC(=C(C=C1)C(C)C)F